6-amino-1,3-bis(3-methylphenyl)pyrimidine-2,4(1H,3H)-dione NC1=CC(N(C(N1C1=CC(=CC=C1)C)=O)C1=CC(=CC=C1)C)=O